(S)-(2,7-dimethyl-3-(1-methyl-3-(trifluoromethyl)-1H-pyrazol-5-yl)-2,4,5,7-tetrahydro-6H-pyrazolo[3,4-c]Pyridin-6-yl)(4-methoxy-2-methylphenyl)methanone CN1N=C2[C@@H](N(CCC2=C1C1=CC(=NN1C)C(F)(F)F)C(=O)C1=C(C=C(C=C1)OC)C)C